O=C1NC(CCC1N1C(C2=CC=CC(=C2C1)SCCOCCOCCOCCOCC(=O)O)=O)=O 14-((2-(2,6-dioxopiperidin-3-yl)-1-oxoisoindolin-4-yl)thio)-3,6,9,12-tetraoxatetradecanoic acid